N1C[C@@H](CC1)C(C)NC(OC(C)(C)C)=O tert-Butyl (1-(R-pyrrolidin-3-yl)ethyl)carbamate